N-(2-((2-(dimethylamino)ethyl)(methyl)amino)-4-methoxy-5-((4-(1-methyl-1H-pyrrolo[3,2-b]pyridin-3-yl)pyrimidin-2-yl)amino)phenyl)acrylamide CN(CCN(C1=C(C=C(C(=C1)OC)NC1=NC=CC(=N1)C1=CN(C=2C1=NC=CC2)C)NC(C=C)=O)C)C